2-(5-((2-chlorophenyl)(hydroxy)methyl)-2-(3-(5-fluoropyridin-2-ylamino)pyrrolidin-1-yl)phenyl)ethanol ClC1=C(C=CC=C1)C(C=1C=CC(=C(C1)CCO)N1CC(CC1)NC1=NC=C(C=C1)F)O